3-(2-(2'-cyclopropyl-[1,1'-biphenyl]-4-yl)-5-oxopyrrolidin-3-yl)propionic acid C1(CC1)C1=C(C=CC=C1)C1=CC=C(C=C1)C1NC(CC1CCC(=O)O)=O